C1=CC(=O)OC2=CC3=C(C=CO3)C(=C21)O 5-hydroxyfurocoumarin